FC(C=1C(=C(C=CC1)[C@@H](C)NC1=C(C(=NC(=N1)OC)C(C(=O)NC1=CC=NC=C1)C)C1OCCO1)F)F 2-(6-(((R)-1-(3-(difluoromethyl)-2-fluorophenyl)ethyl)amino)-5-(1,3-dioxolan-2-yl)-2-methoxypyrimidin-4-yl)-N-(pyridin-4-yl)propionamide